FC=1C=NC=CC1C#CC(F)(F)F 3-fluoro-4-(3,3,3-trifluoroprop-1-yn-1-yl)pyridine